4-amino-N-(6-methylpyrazin-2-yl)benzamide 3-Hydroxypropyl-Caprylate OCCCOC(CCCCCCC)=O.NC1=CC=C(C(=O)NC2=NC(=CN=C2)C)C=C1